FC=1OC(OC1)(C)C fluoro-2,2-dimethyl-1,3-dioxol